p-phenylpiperidine C1(=CC=CC=C1)C1CCNCC1